C1NCC12CCN(CC2)C(=O)[O-] 2,7-diazaspiro[3.5]nonan-7-carboxylate